4-CYCLOPROPYL-3-(1-METHYL-1H-PYRAZOL-3-YL)-N-(2-(TRIFLUOROMETHYL)PYRIDIN-4-YL)ISOTHIAZOLE-5-CARBOXAMIDE C1(CC1)C=1C(=NSC1C(=O)NC1=CC(=NC=C1)C(F)(F)F)C1=NN(C=C1)C